1-((6-((2-Methoxy-4-propylbenzyl)oxy)-1-methyl-3,4-dihydronaphthalen-2-yl)methyl)-N-(pyridin-3-yl)azetidine-3-carboxamide COC1=C(COC=2C=C3CCC(=C(C3=CC2)C)CN2CC(C2)C(=O)NC=2C=NC=CC2)C=CC(=C1)CCC